(R)-6-(4-ethyl-3-(hydroxymethyl)-5-oxo-4,5-dihydro-1H-1,2,4-triazol-1-yl)-7-fluoro-2-(o-tolyl)-4-(1,1,1-trifluoropropan-2-yl)phthalazin-1(2H)-one C(C)N1C(=NN(C1=O)C=1C=C2C(=NN(C(C2=CC1F)=O)C1=C(C=CC=C1)C)[C@H](C(F)(F)F)C)CO